OC(CC)CCC 3-hydroxy-hexane